3-[(Phenylsulfonyl)oxy]-N-[1-[1-(2-pyrimidinyl)-1H-1,2,4-triazol-5-yl]ethyl]-5-(trifluoromethyl)benzamide C1(=CC=CC=C1)S(=O)(=O)OC=1C=C(C(=O)NC(C)C2=NC=NN2C2=NC=CC=N2)C=C(C1)C(F)(F)F